N1(N=CN=C1)CCNC=1C(=CC=C(C1)NC1=CC=C(C=C1)F)C1=CC=CC=C1 N2-(2-(1H-1,2,4-triazol-1-yl)ethyl)-N4-(4-fluorophenyl)-[1,1'-biphenyl]-2,4-diamine